C(C=C)C1=C2C(=CNC2=CC=C1O)CCNC(C)=O N-(2-(4-allyl-5-hydroxy-1H-indol-3-yl)ethyl)acetamide